(R)-1-(cyclopropylmethyl)piperidin C1(CC1)CN1CCCCC1